4-(4,6-dimethoxy[1,3,5]triazin-2-yl)-4-methylmorpholinium chloride hydrate O.[Cl-].COC1=NC(=NC(=N1)OC)[N+]1(CCOCC1)C